[N+](=O)([O-])C1=CC=C(C=C1)OCC1=CC=C(C=C1)[N+](=O)[O-] 1-nitro-4-(4-nitrobenzyloxy)benzene